C[C@H]1N(CCOC1)C1=NC2=C(N=CC=C2C(=C1)OCCCN)C1=CC=NN1 3-({2-[(3R)-3-methylmorpholin-4-yl]-8-(1H-pyrazol-5-yl)-1,7-naphthyridin-4-yl}oxy)propan-1-amine